1,3-diethylbenzimidazole triiodide [I-].[I-].[I-].C(C)N1CN(C2=C1C=CC=C2)CC